FC1=C2C=NNC2=CC=C1OC[C@H]1CN(CC1)C(=O)OC(C)(C)C (R)-tert-butyl 3-(((4-fluoro-1H-indazol-5-yl)oxy)methyl)pyrrolidine-1-carboxylate